[C@H]1(C[C@]2(CC1)C=1OC=C(CNC3=NC=CC=C3C=3C=CC=C(C2)C3)N1)NS(=O)(=O)C N-[(1'S,14R)-spiro[12-oxa-6,8,21-triazatetracyclo[14.3.1.110,13.02,7]henicosa-1(20),2,4,6,10,13(21),16,18-octaene-14,3'-cyclopentane]-1'-yl]methanesulfonamide